4-(isocyanatomethyl)cyclohexanecarboxylic acid ethyl ester C(C)OC(=O)C1CCC(CC1)CN=C=O